FC1=C(C(=O)NC2=C(C=C(C=C2)N2CCN(CC2)C2=NC=CC=C2)C)C=CC(=C1)OC 2-Fluoro-4-methoxy-N-[2-methyl-4-[4-(2-pyridyl)piperazin-1-yl]phenyl]benzamid